OC=1C=C(C=CC1)C1=C(C(=NC=2C=C(CCC12)C1=C(N=CS1)C)N1CC2(CN(C2)C(C=C)=O)CC1)C#N 4-(3-hydroxyphenyl)-7-(4-methyl-1,3-thiazol-5-yl)-2-(2-(2-propenoyl)-2,6-diazaspiro[3.4]octan-6-yl)-5,6-dihydro-3-quinolinecarbonitrile